C(CC)OCCN(C1=NC=C(N=C1)B1OC(C(O1)(C)C)(C)C)CCC N-(2-propoxyethyl)-N-propyl-5-(4,4,5,5-tetramethyl-1,3,2-dioxaborolan-2-yl)pyrazin-2-amine